NC1=C(C(=CC=C1)OC)CO 2-amino-6-methoxyphenylmethanol